Cl.Cl.NC1=CC=C(C(=N1)C)CNC([C@H](C)NC(=O)[C@@H]1NC[C@@H](C1)CC1=CC=CC=C1)=O (2R,4R)-N-((S)-1-(((6-amino-2-methylpyridin-3-yl)methyl)amino)-1-oxopropan-2-yl)-4-benzylpyrrolidine-2-carboxamide dihydrochloride